1-[(3S)-3-[4-[[4-chloro-5-(cyclopropylmethoxy)-2-pyridyl]amino]quinazolin-6-yl]oxypyrrolidin-1-yl]prop-2-en-1-one ClC1=CC(=NC=C1OCC1CC1)NC1=NC=NC2=CC=C(C=C12)O[C@@H]1CN(CC1)C(C=C)=O